ClC1=C(OC[C@H]2[C@H](CN(CC2)C(=O)OC(C)(C)C)C)C=CC(=C1)F |o1:5,6| tert-butyl rel-(3R,4R)-4-((2-chloro-4-fluorophenoxy)methyl)-3-methylpiperidine-1-carboxylate